CC=1OC(=CC1C1=CC(=C2C=CC=NC2=C1)C1(CC1)NC(C1=C(C=CC(=C1)OC[C@H]1N(CC1)C)C)=O)C (S)-N-(1-(7-(2,5-Dimethylfuran-3-yl)quinolin-5-yl)cyclopropyl)-2-methyl-5-((1-methylazetidin-2-yl)methoxy)benzamide